C1(CC1)S(=O)(=O)C1=NC=CC(=C1)C(=O)N1C2CC2CC1C(=O)N 2-((2-(cyclopropylsulfonyl)-4-pyridinyl)carbonyl)-2-azabicyclo[3.1.0]hexane-3-carboxamide